ClC1=CC2=C(NC(=N2)CC2=CC=C(C=C2)S(=O)(=O)CC2CC2)C(=C1N1CCC(CC1)(F)F)Cl 5,7-dichloro-2-(4-((cyclopropylmethyl)sulfonyl)benzyl)-6-(4,4-difluoropiperidin-1-yl)-1H-benzo[d]imidazole